O=C1CCC=2C(=CC=NC2N1)OC=1C=CC2=C(C[C@@H](CO2)C(=O)O)C1 (3S)-6-[(7-oxo-5,6,7,8-tetrahydro-1,8-naphthyridin-4-yl)oxy]-3,4-dihydro-2H-1-benzopyran-3-carboxylic acid